C(C)(C)(C)C1=NN=C(O1)C=1C(=CC2=C(N(C([C@H](CS2(=O)=O)NC(CC)=O)=O)CC2=CC=C(C=C2)Cl)C1)F N-[(3R)-7-(5-tert-butyl-1,3,4-oxadiazol-2-yl)-5-[(4-chlorophenyl)methyl]-8-fluoro-1,1,4-trioxo-2,3-dihydro-1λ6,5-benzothiazepin-3-yl]propanamide